[Cl-].C[NH+]1CCCC1 1-methylpyrrolidinium chloride